CC1CC(C1)(C1=NN=CN1C)C=1C=C(C=NC1)NC(=O)C=1C=2N(C=C(C1)CNC1(CC1)C)N=CN2 N-(5-((1s,3s)-3-methyl-1-(4-methyl-4H-1,2,4-triazol-3-yl)cyclobutyl)pyridin-3-yl)-6-(((1-methylcyclopropyl)amino)methyl)-[1,2,4]triazolo[1,5-a]pyridine-8-carboxamide